4-(4-amino-3-chloro-phenyl)-piperazine-1-carboxylic acid tert-butyl ester C(C)(C)(C)OC(=O)N1CCN(CC1)C1=CC(=C(C=C1)N)Cl